5-(2'-oxospiro[cyclohexane-1,3'-indoline]-6'-yl)benzamide O=C1NC2=CC(=CC=C2C12CCCCC2)C=2C=CC=C(C(=O)N)C2